2'-chloro-N-(6-((1R or S,3S and R)-3-(hydroxymethyl)cyclopentyl)thiazolo[4,5-b]pyrazin-2-yl)-5'-methoxy-6-methyl-[4,4'-bipyridine]-3-carboxamide ClC1=NC=C(C(=C1)C1=C(C=NC(=C1)C)C(=O)NC=1SC=2C(=NC=C(N2)[C@H]2C[C@H](CC2)CO)N1)OC |o1:25,&1:27|